2-(5-(tert-butyl)isoxazol-3-yl)-2-(dimethylamino)acetamide C(C)(C)(C)C1=CC(=NO1)C(C(=O)N)N(C)C